1-methylsulfonylethylene CS(=O)(=O)C=C